NN[C@@H](CC1=CC=C(C=C1)O)C(=O)O amino-L-tyrosine